(2R,3S)-3-(6-(1-(cyclopropylmethyl)-1H-indol-5-yl)pyridin-2-yl)-2,3-dihydroxypropanamide C1(CC1)CN1C=CC2=CC(=CC=C12)C1=CC=CC(=N1)[C@@H]([C@H](C(=O)N)O)O